3-(2-chloro-6-methyl-4-pyridinyl)-2-(3-cyanophenyl)-N-[(2S)-2,3-dihydroxypropyl]pyrazolo[1,5-a]pyrimidine-5-carboxamide ClC1=NC(=CC(=C1)C=1C(=NN2C1N=C(C=C2)C(=O)NC[C@@H](CO)O)C2=CC(=CC=C2)C#N)C